C(C)C1[C@H](C=2N=CN=C(C3=CN4C(C(OCC5N(CCCCC1=O)CCN5)=N3)=CC=C4)C2)C (12R)-13-ethyl-12-methyl-12,13,15,16,17,18,21,22,22a,23-decahydro-14H,20H-6,25-(azeno)-11,7-(metheno)imidazo[1,2-s]pyrrolo[2,1-c][1,4,8,10,19]oxatetraazacyclohenicosin-14-one